2-methyl-isonicotinamide CC=1C=C(C(=O)N)C=CN1